C(C)(C)NC(=O)C=1SC(=CC1)C=1C=NC=C(C1)OC N-isopropyl-5-(5-methoxypyridin-3-yl)thiophene-2-carboxamide